CN1N=C(C(=C1)C(=O)NC1=C2[C@@H](CC(C2=CC=C1)(C)C)C)C 1,3-dimethyl-N-[(3R)-1,1,3-trimethyl-2,3-dihydro-1H-inden-4-yl]-1H-pyrazole-4-yl-carboxamide